6-(4-(((3S,4R)-3-hydroxy-4-((5-(trifluoromethyl)pyridin-2-yl)amino)piperidin-1-yl)sulfonyl)phenyl)-3,4-dihydroquinolin-2(1H)-one O[C@H]1CN(CC[C@H]1NC1=NC=C(C=C1)C(F)(F)F)S(=O)(=O)C1=CC=C(C=C1)C=1C=C2CCC(NC2=CC1)=O